FC(CO)(F)C1=CC=C(C=C1)N1CC=2C(=NC(=CC2C1=O)C)C1=C(C=CC=C1)OCC(F)(F)F 2-[4-(1,1-difluoro-2-hydroxyethyl)phenyl]-6-methyl-4-[2-(2,2,2-trifluoroethoxy)phenyl]-2,3-dihydro-1H-pyrrolo[3,4-c]pyridin-1-one